CNC(=O)C1=CC2=C(N(C(=N2)NC=2SC3=C(N2)C=CC(=C3)OC(F)(F)F)C(C)C)C=C1 1-Isopropyl-2-(6-trifluoromethoxy-benzothiazol-2-ylamino)-1H-benzoimidazole-5-carboxylic acid methylamide